FC1=NC(=CC(=C1)NC1=CC=C(C(=N1)C(=O)NC1(CCC1)CC)OC)F 6-[(2,6-difluoro-4-pyridyl)amino]-N-(1-ethylcyclobutyl)-3-methoxy-pyridine-2-carboxamide